tin hydroxide chloride [Sn](Cl)O